CC1C=CCCC1=C=CC#N 3-methylcyclohexenylideneacrylonitrile